NC=1N=NC(=CC1N1CC2CCC(C1)N2C=2C=C(OCCCCCCCCCC(=O)OC)C=CC2)C2=C(C=CC=C2)O methyl 10-[3-[3-[3-amino-6-(2-hydroxyphenyl)pyridazin-4-yl]-3,8-diazabicyclo[3.2.1]octan-8-yl]phenoxy]decanoate